2-(1-(tert-butyl)-5-(furan-2-yl)-1H-pyrazol-3-yl)-benzo[d]imidazole C(C)(C)(C)N1N=C(C=C1C=1OC=CC1)C=1NC2=C(N1)C=CC=C2